(R)-2-(5-(4-((2-Chloro-5-(1-(difluoromethyl)-1H-pyrazol-3-yl)pyridin-4-yl)amino)-2-methylbutoxy)-1-methyl-1H-pyrazol-4-yl)pyrimidin-4-amine ClC1=NC=C(C(=C1)NCC[C@H](COC1=C(C=NN1C)C1=NC=CC(=N1)N)C)C1=NN(C=C1)C(F)F